sodium [(1,5-dimethyl-3-oxo-2-phenylpyrazol-4-yl)-methylamino]methanesulfonate monohydrate O.CN1N(C(C(=C1C)N(C)CS(=O)(=O)[O-])=O)C1=CC=CC=C1.[Na+]